N-(4-methyl-3-(pyridin-2-yl)phenyl)-2-azabicyclo[2.2.1]heptane-7-carboxamide CC1=C(C=C(C=C1)NC(=O)C1C2NCC1CC2)C2=NC=CC=C2